C(C)OC(=O)[C@H]1[C@@H](C1)C(=O)OCC (1R,2R)-cyclopropane-1,2-dicarboxylic acid diethyl ester